methyl nicotinate C(C1=CN=CC=C1)(=O)OC